BrC1=C(C=CC2=C1C=C(O2)C(=O)O)N2CCC(CC2)OC2=NC=C(C=C2)C(F)(F)F 4-bromo-5-[4-(5-trifluoromethyl-pyridin-2-yloxy)-piperidin-1-yl]-benzofuran-2-carboxylic acid